6'-fluoro-3-[(2S,4R)-2-methyl-4-(4-methyl-4H-1,2,4-triazol-3-yl)piperidin-1-yl]-6-(trifluoromethyl)-[2,3'-bipyridine]-4-carbonitrile FC1=CC=C(C=N1)C1=NC(=CC(=C1N1[C@H](C[C@@H](CC1)C1=NN=CN1C)C)C#N)C(F)(F)F